ClC1=CC(=C(C=C1)CCO)S(=O)(=O)C 2-(4-chloro-2-methylsulfonyl-phenyl)ethanol